C(C)(C)(C)OC(=O)N1CC=2C=NC(=CC2C1)Cl.NCCCCCCNCCC[Si](OC)(OC)OC N-(6-aminohexyl)-3-aminopropyl-trimethoxysilane tert-butyl-6-chloro-1,3-dihydro-2H-pyrrolo[3,4-c]pyridine-2-carboxylate